[3-(2-oxoethyl)phenyl]acetic acid O=CCC=1C=C(C=CC1)CC(=O)O